C(C)(=O)OC(C=C(F)F)F trifluoro-allyl acetate